F\C(\C(=O)O)=C/OC1=CC2=C(N(CC(CS2(=O)=O)(CCC)C)C2=CC=CC=C2)C=C1SC racemic-(Z)-2-fluoro-3-((3-methyl-7-(methylthio)-1,1-dioxido-5-phenyl-3-propyl-2,3,4,5-tetrahydro-1,5-benzothiazepin-8-yl)oxy)acrylic acid